4-fluoro-5-hydroxy-1-quinolinesulfonic acid FC1=CCN(C2=CC=CC(=C12)O)S(=O)(=O)O